FC1=C(C(=CC(=C1)C(F)(F)F)F)C(C)N(S(=O)C(C)(C)C)C N-(1-(2,6-difluoro-4-(trifluoromethyl)phenyl)ethyl)-N,2-dimethylpropane-2-sulfinamide